N[C@H](CCCN1C(C2=CC=C(C=C2C=C1)C1=NC=C(C=N1)C(F)(F)F)=O)C 2-[(4S)-4-aminopentyl]-6-[5-(trifluoromethyl)pyrimidin-2-yl]isoquinolin-1-one